(S)-6-(4-(methoxycarbonyl)phenyl)-4-(1H-pyrazol-4-yl)-3,6-dihydropyridine COC(=O)C1=CC=C(C=C1)[C@@H]1C=C(CC=N1)C=1C=NNC1